C(C)N(C(C1=CC(=C(C=C1)F)C)=O)[C@H](CN1CCCC1)C(C)C (S)-N-Ethyl-4-fluoro-3-methyl-N-(3-methyl-1-(pyrrolidin-1-yl)butan-2-yl)benzamide